2,3-bis((4-(3-nonyl-3H-diazirin-3-yl)butanoyl)oxy)propyl (2-(trimethylammonio)ethyl) phosphate P(=O)(OCC(COC(CCCC1(N=N1)CCCCCCCCC)=O)OC(CCCC1(N=N1)CCCCCCCCC)=O)(OCC[N+](C)(C)C)[O-]